(s)-(+)-N-(3,5-Dinitrobenzoyl)-α-phenylglycine C1=CC=C(C=C1)[C@@H](C(=O)O)NC(=O)C2=CC(=CC(=C2)[N+](=O)[O-])[N+](=O)[O-]